1-acryloyl-4-methyl-N-(4-(4-morpholino-7H-pyrrolo[2,3-d]pyrimidin-6-yl)phenyl)piperidine-4-carboxamide C(C=C)(=O)N1CCC(CC1)(C(=O)NC1=CC=C(C=C1)C1=CC2=C(N=CN=C2N2CCOCC2)N1)C